COC(=O)C1CNCCC1NC(=O)C1=NOC(=C1)C1=C(C=C(C=C1)F)F 4-{[5-(2,4-difluoro-phenyl)-isoxazole-3-carbonyl]-amino}-piperidine-3-carboxylic acid methyl ester